BrC1=CC(=C(C(=C1)NC(C(F)F)C)N)F 5-bromo-N1-(1,1-difluoropropan-2-yl)-3-fluorobenzene-1,2-diamine